1-cyclopropyl-1,3-dihydro-2H-imidazo[4,5-c]pyridin-2-one C1(CC1)N1C(NC=2C=NC=CC21)=O